3,2':3',3''-terthiophene S1C=C(C=C1)C=1SC=CC1C1=CSC=C1